(2S,6R)-2-methoxy-2-methyl-6-methylamino-6-(4-(trifluoromethyl)phenyl)cyclohexan-1-one hydrochloride Cl.CO[C@@]1(C([C@@](CCC1)(C1=CC=C(C=C1)C(F)(F)F)NC)=O)C